PC1=NC=CN=C1P 2,3-bisphosphinopyrazine